(S)-1-(4,4-dimethyltetrahydrofuran-3-yl)-4-fluoro-2-(2-fluoro-4-(5-fluoro-6-((2-fluoro-4-(1H-1,2,3-triazol-1-yl)benzyl)oxy)pyridin-2-yl)benzyl)-1H-benzo[d]imidazole-6-carboxylic acid CC1([C@@H](COC1)N1C(=NC2=C1C=C(C=C2F)C(=O)O)CC2=C(C=C(C=C2)C2=NC(=C(C=C2)F)OCC2=C(C=C(C=C2)N2N=NC=C2)F)F)C